COC(C1CCN(CC1)C1=C(C=C(C(=O)OC)C=C1)F)OC methyl 4-(4-(dimethoxymethyl)piperidin-1-yl)-3-fluorobenzoate